[Cs].[Ni] nickel-cesium